C(CCCCCCCCCCC)OC(CCSCCCC(NCCCN(CCCNC(CCCSCCC(=O)OCCCCCCCCCCCC)=N)CCCCN(CCCNC(CCCSCCC(=O)OCCCCCCCCCCCC)=N)CCCNC(CCCSCCC(OCCCCCCCCCCCC)=O)=N)=N)=O didodecyl 13,18-bis(3-(4-((3-(dodecyloxy)-3-oxopropyl)thio)butanimidamido)propyl)-8,23-diimino-4,27-dithia-9,13,18,22-tetraazatriacontanedioate